C1(=CC=CC=C1)C1=CC2=C(N(C=N2)CC2=CC=C(C=C2)C(F)(F)F)C(=C1)C(=O)N 5-Phenyl-1-(4-(trifluoromethyl)benzyl)-1H-benzo[d]imidazole-7-amid